2,3,3,3-tetrafluoro-2-[1,1,2,3,3,3-hexafluoro-2-(1,1,2,2,3,3,3-heptafluoropropoxy)propoxy]-propanoyl fluoride FC(C(=O)F)(C(F)(F)F)OC(C(C(F)(F)F)(OC(C(C(F)(F)F)(F)F)(F)F)F)(F)F